Ethylen-diamin Disuccinat C1(CCC(=O)ON2CCN(O1)OC(CCC(=O)O2)=O)=O